4-(4-chlorophenyl)-5-hydroxy-5-methyl-1H-pyrrol-2-one ClC1=CC=C(C=C1)C1=CC(NC1(C)O)=O